FC(C(=O)O)(F)F.CC1=C(C=CC=C1C(F)(F)F)[C@@H](C)NC=1C2=C(N=CN1)N=CC(=C2)C2CCNCC2 (R)-N-(1-(2-methyl-3-(trifluoromethyl)phenyl)ethyl)-6-(piperidin-4-yl)pyrido[2,3-d]pyrimidin-4-amine trifluoroacetate salt